C=1(C(CC=CC1)=O)C1=CC=CC=C1 biphenyl-One